The molecule is a 2-hydroxy-3-methylpentanoate in which the stereocentres at positions 2 and 3 both have R-configuration. It is a (2R)-2-hydroxy fatty acid anion and a 2-hydroxy-3-methylpentanoate. It is a conjugate base of a (2R,3R)-2-hydroxy-3-methylpentanoic acid. CC[C@@H](C)[C@H](C(=O)[O-])O